2-[[3-[4-(1,1-dimethylethyl)phenyl]-2-methylpropylidene]amino]benzoic acid, methyl ester CC(C)(C)C1=CC=C(C=C1)CC(C=NC1=C(C(=O)OC)C=CC=C1)C